N1=C(N=CC=C1)C1=CC=C(C=C1)CN (4-(pyrimidin-2-yl)phenyl)methanamine